BrC(CCl)Cl 1-bromo-1,2-dichloroethane